(E)-methyl 2-(2-methylphenyl)-2-methoxyiminoacetate CC1=C(C=CC=C1)\C(\C(=O)OC)=N/OC